methyl alpha-hydroxyheptanoate OC(C(=O)OC)CCCCC